N-((2-(6-(1-oxa-6-azaspiro[3.4]octan-6-yl)pyridin-2-yl)-1,6-naphthyridin-7-yl)methyl)-4-methyl-3-(methylsulfonyl)benzamide O1CCC12CN(CC2)C2=CC=CC(=N2)C2=NC1=CC(=NC=C1C=C2)CNC(C2=CC(=C(C=C2)C)S(=O)(=O)C)=O